(tert-butylamino)tetramethylcyclopentadienyl-zirconium dichloride [Cl-].[Cl-].C(C)(C)(C)N[Zr+2]C1C(=C(C(=C1C)C)C)C